C1(CC1)S(=O)(=O)C=1C=C(OC[C@H](CN[C@H]2COC3(C2)CCN(CC3)S(=O)(=O)C3=CNC2=CC=CC=C2C3=O)O)C=CC1 3-((R)-3-((S)-3-(3-(cyclopropylsulfonyl)phenoxy)-2-hydroxypropylamino)-1-oxa-8-azaspiro[4.5]decan-8-ylsulfonyl)quinolin-4(1H)-one